C(C)(C)N1N=C(C(=C1C)CC1=CC=C(C=C1)SC)O[C@H]1[C@H](O)[C@@H](O)[C@H](O)[C@H](O1)COC(=O)OC 1-isopropyl-3-(6-O-methoxycarbonyl-β-D-glucopyranosyloxy)-5-methyl-4-[(4-methylthiophenyl)methyl]pyrazole